cis-3-((tert-Butyldiphenylsilyl)oxy)cyclobutan-1-amine [Si](C1=CC=CC=C1)(C1=CC=CC=C1)(C(C)(C)C)O[C@H]1C[C@H](C1)N